(1R,3S)-N-(6-(4-((3R,4R)-4-hydroxy-3-methyltetrahydrofuran-3-yl)piperazin-1-yl)-7-methylisoquinolin-3-yl)-5-oxaspiro[2.4]heptane-1-carboxamide O[C@@H]1[C@](COC1)(C)N1CCN(CC1)C=1C=C2C=C(N=CC2=CC1C)NC(=O)[C@@H]1C[C@@]12COCC2